2-amino-5,6-dimethylbenzoimidazole NC=1NC2=C(N1)C=C(C(=C2)C)C